ClC1=C(C(=NN1CCC)C)C=O 5-CHLORO-3-METHYL-1-PROPYL-1H-PYRAZOLE-4-CARBALDEHYDE